Methyl (2R,4R)-4-((tert-butoxycarbonyl)amino)-1-isobutyrylpyrrolidine-2-carboxylate C(C)(C)(C)OC(=O)N[C@@H]1C[C@@H](N(C1)C(C(C)C)=O)C(=O)OC